1-((1S,2S)-2-methyl-1-(5-oxo-4,5-dihydro-1,2,4-oxadiazol-3-yl)cyclopropyl)-1H-indole-2-carboxylic acid C[C@@H]1[C@@](C1)(C1=NOC(N1)=O)N1C(=CC2=CC=CC=C12)C(=O)O